2-bromo-6-(fluoromethoxy)pyrazine BrC1=NC(=CN=C1)OCF